NC=1C=C(C=C(C1)C(F)(F)F)[C@@H](C)NC=1C2=C(N=C(N1)C)N=C(C(=C2)C2=CC(=C(C=C2)OC)OC)OC (R)-N-(1-(3-amino-5-(trifluoromethyl)phenyl)ethyl)-6-(3,4-dimethoxyphenyl)-7-methoxy-2-methylpyrido[2,3-d]pyrimidin-4-amine